C(C=CCCCCC)(=O)[O-].[Cu+2].C(C=CCCCCC)(=O)[O-] copper(II) octenoate